C(=C)[Si](OCCOC)(OCCOC)OCCOC vinyl-tris(2-methoxy-ethoxy)silane